CN(CCN(CCN(C)C)CN1C(\C(\C2=CC=CC=C12)=C\1/NC2=CC=CC=C2C1=O)=O)C (3Z)-1-[[bis[2-(dimethylamino)ethyl]amino]methyl]-3-(3-oxoindolin-2-ylidene)indolin-2-one